N1=CC(=CC=C1)CCC1=C(C=C(C=C1)O)O 4-(2-(pyridine-3-yl)ethyl)benzene-1,3-diol